acetic acid 6-oxo-8-((2-(piperidin-1-yl) ethyl) carbamoyl)-6H-benzo[c]chromen-3-yl ester O=C1OC2=CC(=CC=C2C2=C1C=C(C=C2)C(NCCN2CCCCC2)=O)OC(C)=O